5-bromo-indoline-2-thione BrC=1C=C2CC(NC2=CC1)=S